[Si](C)(C)(C(C)(C)C)O[C@@H]1CN(CC1)CCCl (3S)-3-[(tert-butyldimethylsilyl)oxy]-1-(2-chloroethyl)pyrrolidine